2-chloro-7,7-difluoro-9-isopropyl-5-methyl-8H-pyrimido[4,5-b][1,4]diazepin-6-one ClC=1N=CC2=C(N(CC(C(N2C)=O)(F)F)C(C)C)N1